tert-butyl 2-(2-methoxyphenyl)-6,7-dihydropyrazolo[1,5-a]pyrazine-5(4H)-carboxylate COC1=C(C=CC=C1)C1=NN2C(CN(CC2)C(=O)OC(C)(C)C)=C1